tert-butyl (2R,4R)-4-((6-((1-(tert-butyl)-5-methyl-1H-pyrazol-3-yl) amino)-4-ethyl-3-fluoropyridin-2-yl) methyl)-1-(3-chloro-2-fluorophenyl)-2-methylpiperidine-4-carboxylate C(C)(C)(C)N1N=C(C=C1C)NC1=CC(=C(C(=N1)C[C@@]1(C[C@H](N(CC1)C1=C(C(=CC=C1)Cl)F)C)C(=O)OC(C)(C)C)F)CC